C(C)(C)N(C(=O)C1[C@H]2CN(C[C@@H]12)C1CC2CCC(C1)N2C2=NC(=NO2)C)C (1r,5s,6r)-N-isopropyl-N-methyl-3-(8-(3-methyl-1,2,4-oxadiazol-5-yl)-8-azabicyclo[3.2.1]oct-3-yl)-3-azabicyclo[3.1.0]hexane-6-carboxamide